tert-butyl (3S,4R)-3-fluoro-4-{[2-(3-{[2-methoxy-5-(methylcarbamoyl)phenyl]amino}prop-1-yn-1-yl)-3-[(trifluoromethyl)sulfanyl]-1-benzofuran-7-yl]amino}piperidine-1-carboxylate F[C@H]1CN(CC[C@H]1NC1=CC=CC=2C(=C(OC21)C#CCNC2=C(C=CC(=C2)C(NC)=O)OC)SC(F)(F)F)C(=O)OC(C)(C)C